6-((2S,3S)-3-aminotetrahydro-2H-pyran-2-yl)-N-benzyl-2-chloro-7-methylthieno[3,2-d]pyrimidin-4-amine N[C@@H]1[C@H](OCCC1)C1=C(C=2N=C(N=C(C2S1)NCC1=CC=CC=C1)Cl)C